3-(1'-((5-fluoronaphthalen-1-yl)methyl)-6-oxo-6,8-dihydro-2H,7H-spiro[furo[2,3-e]isoindole-3,4'-piperidin]-7-yl)piperidine-2,6-dione FC1=C2C=CC=C(C2=CC=C1)CN1CCC2(CC1)COC1=C3CN(C(C3=CC=C12)=O)C1C(NC(CC1)=O)=O